C(#N)C1=CC(=C(C(=C1S(=O)(=O)Cl)Cl)Cl)Cl 6-cyano-trichlorobenzenesulfonyl chloride